NC=1N=NC(=CC1OCC(CNC(OC(C)(C)C)=O)C1=CC=CC=C1)C1=C(C=CC=C1)O tert-butyl (3-((3-amino-6-(2-hydroxyphenyl)pyridazin-4-yl)oxy)-2-phenylpropyl)carbamate